N-(5-bromo-2-methylpyridin-3-yl)-N-(methylsulfonyl)methanesulfonamide BrC=1C=C(C(=NC1)C)N(S(=O)(=O)C)S(=O)(=O)C